2-amino-6-borono-2-(morpholinomethyl)hexanoic acid NC(C(=O)O)(CCCCB(O)O)CN1CCOCC1